C(CC#C)C1(N=NC=CC=C1)CCNC(=O)[C@H]1N(C(SC1)[C@@H]1N=C(SC1)C1=C(C=CC=C1)O)C (4R)-N-(2-(3-(but-3-yn-1-yl)-3H-diazepin-3-yl)ethyl)-2-((R)-2-(2-hydroxyphenyl)-4,5-dihydrothiazol-4-yl)-3-methylthiazolidine-4-carboxamide